(2-methyl-6-tolyl-1,4-phenylene) ether CC1=C2C(=CC(=C1)O2)C2=C(C=CC=C2)C